5-Chloro-1-(3-fluoro-4-methylbenzyl)-4-(oxazol-5-yl)-2-oxo-2,3-dihydro-1H-benzo[b]azepine-8-Carbonitrile ClC=1C2=C(N(C(CC1C1=CN=CO1)=O)CC1=CC(=C(C=C1)C)F)C=C(C=C2)C#N